5-Chloro-2-fluoro-4-(6-((1s,3s)-3-methoxycyclobutoxy)pyridin-3-yl)aniline ClC=1C(=CC(=C(N)C1)F)C=1C=NC(=CC1)OC1CC(C1)OC